C(C=C)OC(=O)C1=CC2=C(S1)C=CC(=C2)[C@@H](F)P(=O)(Cl)Cl (S)-5-((dichlorophosphoryl)fluoromethyl)benzo[b]thiophene-2-carboxylic acid allyl ester